CC=1OC2=C(C1)C=C(C=C2)OCC=2C(N(C=CC2)C2C(NCC2)=O)C(F)(F)F 2-methyl-N-(2-oxopyrrolidin-3-yl)-5-((2-(trifluoromethyl)pyridin-3-yl)methoxy)benzofuran